tert-Butyl (3-((6-isopropyl-2-(3-(naphthalen-2-yl)ureido)pyrimidin-4-yl)amino)propyl)(methyl)carbamate C(C)(C)C1=CC(=NC(=N1)NC(=O)NC1=CC2=CC=CC=C2C=C1)NCCCN(C(OC(C)(C)C)=O)C